NC1=C(C=C(C=N1)NC(C(=O)N1[C@@H](C[C@@H]([C@@H](C1)C)C)C1=CC=CC=C1)=O)C N-(6-amino-5-methyl-3-pyridyl)-2-[(2S,4S,5S)-4,5-dimethyl-2-phenyl-1-piperidyl]-2-oxo-acetamide